methylene-bis(acrylamide) C(C=CC(=O)N)C=CC(=O)N